8-(2-tert-butylpyridin-4-yl)-6-oxo-2H,3H,4H,6H-pyrimido[2,1-b][1,3]thiazine-7-carbonitrile C(C)(C)(C)C1=NC=CC(=C1)C=1N=C2SCCCN2C(C1C#N)=O